O=C1NC(CCC1N1C(C2=CC=C(C=C2C1)CNC(C(C1=CC(=CC=C1)O)(F)F)=O)=O)=O N-((2-(2,6-dioxopiperidin-3-yl)-1-oxoisoindolin-5-yl)methyl)-2,2-difluoro-2-(3-hydroxyphenyl)acetamide